C(C)N1C2=C([C@@H]([C@@H](C1=O)NC(C1=CC(=CC=C1)C(F)(F)F)=O)C=1SC=C(C1)C)C(=NN2C2=CC=CC=C2)C N-[(4S,5S)-7-ethyl-3-methyl-4-(4-methylthiophen-2-yl)-6-oxo-1-phenyl-1H,4H,5H,6H,7H-pyrazolo[3,4-b]pyridin-5-yl]-3-(trifluoromethyl)benzamide